C=1C=2N(CC=CN1)C=CC2 pyrrolo[1,2-a][1,4]diazepine